N-[4-(5-cyclopropyl-4-oxo-3-phenyl-4,5-dihydro-1H-pyrrolo[3,2-c]pyridin-2-yl)pyridin-2-yl]-4,4-difluoro-2-(4-fluorophenyl)butanamide C1(CC1)N1C(C2=C(C=C1)NC(=C2C2=CC=CC=C2)C2=CC(=NC=C2)NC(C(CC(F)F)C2=CC=C(C=C2)F)=O)=O